OC=1C=C2CC[C@H](C2=CC1)CC(=O)OCC (S)-Ethyl 2-(5-hydroxy-2,3-dihydro-1H-inden-1-yl)acetate